2-(3,4-Dimethoxyphenyl)-3,6-dimethyl-1H-indole COC=1C=C(C=CC1OC)C=1NC2=CC(=CC=C2C1C)C